ClC1=CC=C(C=C1)NC(=O)N[C@H]1C(NC[C@@H]1C1=C(C=CC=C1)OC)=O |o1:11,15| (+)-1-(4-chloro-phenyl)-3-[(3R*,4S*)-4-(2-methoxy-phenyl)-2-oxo-pyrrolidin-3-yl]urea